CC=1SC(=CN1)C=1C2=C(N=C(N1)N1[C@H](CC1)C)CCC2 (S)-2-methyl-5-(2-(2-methylazetidin-1-yl)-6,7-dihydro-5H-cyclopenta[d]pyrimidin-4-yl)thiazole